BrC1=C(C=CC(=C1)C(C)Br)Cl 2-bromo-4-(1-bromoethyl)-1-chlorobenzene